C(C)OS(=O)(=O)C1=C(C=C(C=C1)C)OCC(C1=CC2=C(N=C(S2)\C=C\C2=CC(=C(C=C2)OCOC)OCOC)C=C1C)NC (E)-2-(2-(2-(3,4-bis(methoxymethoxy)phenylvinyl)-5-methylbenzothiazol-6-yl)(methyl)aminoethoxy)4-methylbenzenesulfonic acid ethyl ester